(S)-(9H-fluoren-9-yl)methyl (1-((3,4-dichlorobenzyl)amino)-3-((2-hydroxyphenyl)thio)-1-oxopropan-2-yl)carbamate ClC=1C=C(CNC([C@@H](CSC2=C(C=CC=C2)O)NC(OCC2C3=CC=CC=C3C=3C=CC=CC23)=O)=O)C=CC1Cl